COC(C[C@H]1C=2N(C3=C(C(=N1)C1=CC=C(C=C1)C1=CC=C(C=C1)/C=C/C(=O)OC(C)(C)C)C(=C(S3)C)C)C(=NN2)C)=O t-butyl (2E)-3-{4'-[(6S)-6-(2-methoxy-2-oxoethyl)-2,3,9-trimethyl-6H-thieno[3,2-f][1,2,4]triazolo[4,3-a][1,4]diazepin-4-yl][1,1'-biphenyl]-4-yl}-2-propenoate